C(#N)C1=CC=C(C=C1)C=1C=CC=C2C(CCOC12)CNC(OC(C)(C)C)=O tert-butyl N-[[8-(4-cyanophenyl)chroman-4-yl]methyl]carbamate